N-hydroxy-2-(oxan-4-ylmethylsulfonyl)benzene-1-sulfonamide ONS(=O)(=O)C1=C(C=CC=C1)S(=O)(=O)CC1CCOCC1